C1(=CC=CC=C1)CC(=O)O[C@@H]1[C@H](O[C@@]([C@@H]1O)(C#N)C1=CC=C2C(=NC=NN21)NC([C@H](C(C)C)N)=O)CO (2R,3S,4R,5R)-5-(4-((S)-2-amino-3-methylbutanamido)pyrrolo[2,1-f][1,2,4]triazin-7-yl)-5-cyano-4-hydroxy-2-(hydroxymethyl)tetrahydrofuran-3-yl 2-phenylacetate